1-[2-(2,4-dimethyloxazol-5-yl)phenyl]ethanone CC=1OC(=C(N1)C)C1=C(C=CC=C1)C(C)=O